C(C)(C)(C)OC(=O)N1CCN(CC1)C1=CC=C(C=C1)B1OC(C(O1)(C)C)(C)C tert-butyl-4-(4-(4,4,5,5-tetramethyl-1,3,2-dioxaborolan-2-yl)phenyl)piperazine-1-carboxylate